(R)-6-chloro-N-(1-(4-chlorophenyl)-2,2,2-trifluoroethyl)-N-methylpyridazine-3-sulfonamide ClC1=CC=C(N=N1)S(=O)(=O)N(C)[C@@H](C(F)(F)F)C1=CC=C(C=C1)Cl